FC(CC1=CC2=C(N=CNC2=O)C=N1)(F)F 6-(2,2,2-Trifluoroethyl)pyrido[3,4-d]pyrimidin-4(3H)-one